8-methoxy-8-methylbicyclo[4.2.0]oct-1,3,5-trien-2-ol COC1(CC2=CC=CC(=C12)O)C